N[N+]1=CC=C(C=C1)OCC1=CC=CC=C1 1-Amino-4-benzyloxy-pyridinium